C[C@@H]1CN(C(=CC1)C=1C=CC2=CN(N=C2C1)C1CC(N(C(C1)(C)C)C)(C)C)C(=O)OC(C)(C)C tert-Butyl (3S)-3-methyl-6-[2-(1,2,2,6,6-pentamethyl-4-piperidyl) indazol-6-yl]-3,4-dihydro-2H-pyridine-1-carboxylate